4-(Benzylthio)-2-fluorophenol C(C1=CC=CC=C1)SC1=CC(=C(C=C1)O)F